C(C(=O)C)N(C12CC(C1)(C2)NC(OC(C)(C)C)=O)C=O tert-butyl N-[3-[acetonyl(formyl)amino]-1-bicyclo[1.1.1]pentanyl]carbamate